2-[(propan-2-yl)amino]ethoxy[pyridine-3-yl]-7'-fluoro-3'-methyl-3-phenoxy-2',3'-dihydrospiro[cyclobutane-1,1'-pyrrolo[2,3-c]quinoline]-2'-one hydrochloride Cl.CC(C)NCCOC1=C(C=CC=2C3=C(C(=NC12)C=1C=NC=CC1)N(C(C31CC(C1)OC1=CC=CC=C1)=O)C)F